3-(trifluoromethyl)piperidin-3-amine FC(C1(CNCCC1)N)(F)F